C(C)OC1=C(C(=O)O)C=C(C=C1)S(=O)(=O)N1CCN(CC1)CCCO 2-Ethoxy-5-((4-(3-hydroxypropyl)piperazin-1-yl)sulfonyl)benzoic acid